2-Amino-7-fluoro-4-(5-fluoro-3-((R)-3-(2,2,4-trimethylpiperazin-1-yl)pyrrolidin-1-yl)-7,9-dihydrofuro[3,4-f]quinazolin-6-yl)thieno[3,2-c]pyridine-3-carbonitrile NC1=C(C=2C(=NC=C(C2S1)F)C=1C2=C(C=3C=NC(=NC3C1F)N1C[C@@H](CC1)N1C(CN(CC1)C)(C)C)COC2)C#N